(S)-2-(4-(3-(2-((6-Oxo-5-(trifluoromethyl)-1,6-dihydropyridazin-4-yl)oxy)propoxy)propanoyl)piperazin-1-yl)thiazole-5-carbonitrile O=C1C(=C(C=NN1)O[C@H](COCCC(=O)N1CCN(CC1)C=1SC(=CN1)C#N)C)C(F)(F)F